BrC1C(C1)(F)F 2-bromo-1,1-difluoro-cyclopropane